2-azabicyclo[2.2.1]heptane-4-amine C12NCC(CC1)(C2)N